C=CC(CC=CCCCCC)O undeca-1,5-dien-3-ol